2-[2-chloro-4-(difluoromethoxy)phenyl]-5-(1H-pyrrolo[2,3-b]pyridin-4-yl)-1-{[2-(trimethylsilyl)ethoxy]methyl}-1H-pyrrole-3-carboxamide ClC1=C(C=CC(=C1)OC(F)F)C=1N(C(=CC1C(=O)N)C1=C2C(=NC=C1)NC=C2)COCC[Si](C)(C)C